1-(1-(((7-(8-ethylnaphthalen-1-yl)-4-(4-fluoro-3-methoxypiperidin-1-yl)-5,6,7,8-tetrahydropyrido[3,4-d]pyrimidin-2-yl)oxy)methyl)cyclopropyl)-N,N-dimethylmethanamine C(C)C=1C=CC=C2C=CC=C(C12)N1CC=2N=C(N=C(C2CC1)N1CC(C(CC1)F)OC)OCC1(CC1)CN(C)C